COC1=C(C=CC=C1)C1=C(C=NC(=C1)C)C(=O)NC=1SC2=C(N1)CN(C2)C(=O)[C@H]2C(NCC2)=O |r| (Racemic)-4-(2-methoxyphenyl)-6-methyl-N-[5-(2-oxopyrrolidine-3-carbonyl)-4H,5H,6H-pyrrolo[3,4-d][1,3]thiazol-2-yl]pyridine-3-carboxamide